(Z)-3-amino-5-phenyl-1H-benzo[e][1,4]diazepin-2(3H)-one NC1\N=C(/C2=C(NC1=O)C=CC=C2)\C2=CC=CC=C2